(4-chlorophenyl)-6-(3-ethylpiperazin-1-yl)-2-(pyridin-3-yl)pyrimidine tert-butyl-N-[(2S,4R)-1,2-dimethyl-4-piperidyl]carbamate C(C)(C)(C)OC(N[C@H]1C[C@@H](N(CC1)C)C)=O.ClC1=CC=C(C=C1)C1=NC(=NC(=C1)N1CC(NCC1)CC)C=1C=NC=CC1